tert-Butyl 4-(7-bromo-2,6-dichloro-3-cyano-8-fluoroquinolin-4-yl)piperazine-1-carboxylate BrC1=C(C=C2C(=C(C(=NC2=C1F)Cl)C#N)N1CCN(CC1)C(=O)OC(C)(C)C)Cl